NCC1=CC=C(C=C1)NC(=O)C1=CC2=C(OCCC3=C2SC=C3)C=C1C=1C(=NC(=CC1)C(NC(C(C)C)C(C)C)=O)C(=O)OC methyl 3-(9-((4-(aminomethyl)phenyl)carbamoyl)-4,5-dihydrobenzo[b]thieno[2,3-d]oxepin-8-yl)-6-((2,4-dimethylpentan-3-yl)carbamoyl)picolinate